C[Sn](C=1SC(=CC1)[Sn](C)(C)C)(C)C 2,5-bistrimethylstannylthiophene